C(#N)[C@H]1N(CC(C1)(F)F)C(CNC(=O)C1=CC=NC2=CC=C(C=C12)C1=CC=C(C=C1)S(=O)(=O)CCCNC(OC(C)(C)C)=O)=O (S)-tert-butyl 3-(4-(4-(2-(2-cyano-4,4-difluoropyrrolidin-1-yl)-2-oxoethylcarbamoyl)quinolin-6-yl)phenylsulfonyl)propylcarbamate